BrC=1N=CC=2N(C1)C=C(N2)C2=C(C(=CC=C2)Cl)Cl 6-bromo-2-(2,3-dichlorophenyl)imidazo[1,2-a]Pyrazine